NC1=NNC(C2=C1N(C=C2C2CCCC2)C2=CC=C(CNC(C1=C(C=CC(=C1)F)OC)=O)C=C2)=O N-(4-(7-amino-3-cyclopentyl-4-oxo-4,5-dihydro-1H-pyrrolo[2,3-d]pyridazin-1-yl)benzyl)-5-fluoro-2-methoxybenzamide